(7R,14R)-1-(difluoromethoxy)-11-(6-methoxypyridin-3-yl)-6,7-dihydro-7,14-methanobenzimidazo[1,2-b][2,5]benzodiazocin FC(OC1=CC=CC2=CN[C@H]3C=4N(C(=C21)C3)C3=C(N4)C=CC(=C3)C=3C=NC(=CC3)OC)F